C(C)(=O)N1CC2(C1)N(C(CN(C2=O)C2=NC=C(C=C2F)Cl)=O)[C@@H](C)C2=CC=C(C=C2)Cl (S)-2-acetyl-8-(5-chloro-3-fluoropyridin-2-yl)-5-(1-(4-chlorophenyl)ethyl)-2,5,8-triazaspiro[3.5]nonane-6,9-dione